N1=C(C=NC=C1)C=1N=NN(C1)[C@@H]1CN(C[C@H]1OCC1=CC=C(C=C1)C(F)(F)F)C(=O)OC(C)(C)C tert-butyl trans-3-(4-(pyrazin-2-yl)-1H-1,2,3-triazol-1-yl)-4-(4-(trifluoromethyl)benzyloxy)pyrrolidine-1-carboxylate